diazainide N1=N[C-]=CC=C1